Methyl (R)-2-(4-chlorobenzoyl)-3-fluoro-5-(1-(4-fluorotetrahydro-2H-pyran-4-yl)-1-hydroxypropyl)benzoate ClC1=CC=C(C(=O)C2=C(C(=O)OC)C=C(C=C2F)[C@@](CC)(O)C2(CCOCC2)F)C=C1